4-(6-(difluoromethyl)-3-methoxypyridazin-4-yl)-N-(5-(2-methoxy-6-(trifluoromethyl)nicotinoyl)-5,6-dihydro-4H-pyrrolo[3,4-d]thiazol-2-yl)-6-methylnicotinamide FC(C1=CC(=C(N=N1)OC)C1=CC(=NC=C1C(=O)NC=1SC2=C(N1)CN(C2)C(C2=C(N=C(C=C2)C(F)(F)F)OC)=O)C)F